BrC=1C=C2CCCC2=CC1Cl 5-bromo-6-chloro-2,3-dihydro-1H-indene